NC([C@H](CO)NC(=O)C1=C(OC2=C1C=C(C=C2)OCC2=CC=CC=C2)C2CC2)=O (S)-N-(1-amino-3-hydroxy-1-oxopropan-2-yl)-5-(benzyloxy)-2-cyclopropylbenzofuran-3-carboxamide